C1(CCC1)CN1C(N(CC12CCC(CC2)(C2=CC=CC=C2)N(C)C)C2=NC=C(C=N2)C(=O)N)=O 2-[1-(cyclobutyl-methyl)-8-dimethylamino-2-oxo-8-phenyl-1,3-diazaspiro[4.5]decan-3-yl]-pyrimidine-5-carboxylic acid amide